C1(CCCCCC1)N1CCC(CC1)(C)OCC=1N=C(SC1)N 4-{[(1-cycloheptyl-4-methylpiperidin-4-yl)oxy]methyl}-1,3-thiazol-2-amine